1-[2-[4-(chloromethyl)phenoxy]ethyl]azepane ClCC1=CC=C(OCCN2CCCCCC2)C=C1